(S)-tert-butyl 2-(7-Chloro-2-(2-(4-fluorophenyl)acetyl)-1,2,3,4-tetrahydroisoquinolin-5-yl)pyrrolidine-1-carboxylate ClC1=CC(=C2CCN(CC2=C1)C(CC1=CC=C(C=C1)F)=O)[C@H]1N(CCC1)C(=O)OC(C)(C)C